N-phenyl-2-(1-(4-(5-(trifluoromethyl)-1,2,4-oxadiazol-3-yl)phenyl)-1H-imidazol-4-yl)acetamide C1(=CC=CC=C1)NC(CC=1N=CN(C1)C1=CC=C(C=C1)C1=NOC(=N1)C(F)(F)F)=O